methyl (R)-1-((S)-3-(3-bromophenyl)-2-((tert-butoxycarbonyl)amino)propanoyl)pyrrolidine-3-carboxylate BrC=1C=C(C=CC1)C[C@@H](C(=O)N1C[C@@H](CC1)C(=O)OC)NC(=O)OC(C)(C)C